N,N-dimethylisoxazole-5-carboxamide CN(C(=O)C1=CC=NO1)C